C(C)(C)(C)OC(=O)NC1=C(OC2=C1C=CC=C2)C(=O)OCC Ethyl 3-((tert-butoxycarbonyl)amino)benzofuran-2-carboxylate